C(\C=C\C(=O)O)(=O)O.N1(CCC1)CCC1=CNC2=NC=C(C=C21)Br 3-(2-(azetidin-1-yl)ethyl)-5-bromo-1H-pyrrolo[2,3-b]pyridine fumarate salt